COC=1C=C(C=CC1C(=O)N1CCN(CC1)C(C1=C(N=CC=C1)C(F)(F)F)=O)NS(=O)(=O)C=1C=CC=C2C=CC=NC12 N-(3-Methoxy-4-(4-(2-(trifluoromethyl)nicotinoyl)piperazine-1-carbonyl)phenyl)quinoline-8-sulfonamide